1-(4-acryloylpiperazin-1-yl)-3-(2,6-dimethylmorpholino)-6-(naphthalen-1-yl)-5,6,7,8-tetrahydro-2,6-naphthyridine-4-carbonitrile C(C=C)(=O)N1CCN(CC1)C1=NC(=C(C=2CN(CCC12)C1=CC=CC2=CC=CC=C12)C#N)N1CC(OC(C1)C)C